C(#N)C=1C=NN2C1C(=CC(=C2)C=2C=NN(C2C)[C@@H]2CCN(CCC2)C#N)OC (4S)-4-(4-[3-Cyano-4-methoxypyrazolo[1,5-a]pyridin-6-yl]-5-methylpyrazol-1-yl)azepane-1-carbonitrile